trans-N,N-dimethyl-cyclohexane-1,2-diamine CN([C@H]1[C@@H](CCCC1)N)C